BrC1=C2C=NN(C2=CC2=C1C(CC2)C=O)C2OCCCC2 4-bromo-1-(tetrahydro-2H-pyran-2-yl)-1,5,6,7-tetrahydrocyclopenta[f]indazole-5-carbaldehyde